N=1C=CN2C1N=CC(=C2)C=2C=CN1N=C(N=CC12)NCC(C)C 5-(imidazo[1,2-a]pyrimidin-6-yl)-N-isobutylpyrrolo[2,1-f][1,2,4]triazin-2-amine